C(C)OC1=CC=C(C=C1)CC(=O)Cl 2-(4-ethoxyphenyl)acetyl chloride